1-((2R,3R,4R,5R)-3,4-diacetoxy-5-(acetoxymethyl)tetrahydrofuran-2-yl)-3-((4-((E)-3,5-diacetoxybenzenyl)phenoxy)carbonyl)pyridin-1-ium C(C)(=O)O[C@H]1[C@@H](O[C@@H]([C@H]1OC(C)=O)COC(C)=O)[N+]1=CC(=CC=C1)C(=O)OC1=CC=C(C=C1)C1=CC(=CC(=C1)OC(C)=O)OC(C)=O